CC=1C=C(C=CC1C(F)(F)F)C(CN1N=C(C(=C1C(=O)OCC)C(F)(F)F)C(=O)OCC)=O diethyl 1-{2-[3-methyl-4-(trifluoromethyl)phenyl]-2-oxoethyl}-4-(trifluoromethyl)-1H-pyrazole-3,5-dicarboxylate